tert-butyl 4-(4-bromo-1H-pyrazolo[3,4-b]pyridin-3-yl)piperidine-1-carboxylate BrC1=C2C(=NC=C1)NN=C2C2CCN(CC2)C(=O)OC(C)(C)C